5-(4-(oxazol-5-ylmethoxy)phenyl)-2-oxo-6-(trifluoromethyl)-1,2-dihydropyridine-3-carboxamide O1C=NC=C1COC1=CC=C(C=C1)C=1C=C(C(NC1C(F)(F)F)=O)C(=O)N